2-chloro-4-((1-cyclopropyl-3-(3-fluorophenyl)-1H-pyrazol-4-yl)oxy)pyridine ClC1=NC=CC(=C1)OC=1C(=NN(C1)C1CC1)C1=CC(=CC=C1)F